N-((4,4-difluorocyclohexyl)(5-((2-oxo-4-(trifluoromethyl)imidazolidin-1-yl)methyl)benzo[d]oxazol-2-yl)methyl)-1-isopropyl-1H-pyrazole-5-carboxamide FC1(CCC(CC1)C(NC(=O)C1=CC=NN1C(C)C)C=1OC2=C(N1)C=C(C=C2)CN2C(NC(C2)C(F)(F)F)=O)F